COC1=NSC(=N1)NC(=O)N1C[C@@H]2[C@H](C1)CC(C2)N2C(=NC=1C2=C2C(=NC1)N(C=C2)S(=O)(=O)C2=CC=CC=C2)C (3aR,5s,6aS)-N-(3-methoxy-1,2,4-thiadiazol-5-yl)-5-(2-methyl-6-(benzenesulfonyl)imidazo[4,5-d]pyrrolo[2,3-b]pyridin-1(6H)-yl)hexahydrocyclopenta[c]pyrrole-2(1H)-carboxamide